CC1=C(C=CC(=C1)C1=C(C(=O)[O-])C=CC(=C1)OCCCCOC=C)C1=C(C(=O)[O-])C=CC(=C1)OCCCCOC=C 2-methyl-1,4-phenylenebis(4-(4-(vinyloxy) butoxy) benzoate)